I.C(#N)CC[Se]C1=C(N=CN1)C[C@@H](C(=O)[O-])[N+](C)(C)C.N(=[N+]=[N-])C=1CC(C=CC1)(S(=O)(=O)N1CCC2=CC(=CC=C12)C(C)=O)C 1-(3-azido-1-methylbenzenesulfonyl-indolin-5-yl)ethan-1-one (S)-3-(5-((2-cyanoethyl)selanyl)-1H-imidazol-4-yl)-2-(trimethylammonio)propanoate hydroiodide